C(C)(C)(C)C1=CC(=NO1)NC(=O)NC1=CC=C(C=C1)C=1N=C2SC3=C(N2C1)C=CC(=C3)OCCN3CCOCC3 N-(5-tert-butyl-isoxazol-3-yl)-N'-{4-[7-(2-morpholin-4-yl-ethoxy)imidazo[2,1-b][1,3]benzothiazol-2-yl]phenyl}urea